COC(=O)C1=CN(C(C=C1NC(C)=O)=O)C1(CC1)CF 4-acetamido-1-(1-(fluoromethyl)cyclopropyl)-6-oxo-1,6-dihydropyridine-3-carboxylic acid methyl ester